OC=1C=CC=2CC3=CC=C(C=C3C(C2C1)(C)C)O 3,6-Dihydroxy-10,10-dimethylanthracen